5-(dimethylamino)-N-((5-(2-methoxypyridin-4-yl)-2,3-dihydro-1H-inden-4-yl)carbamoyl)pyrazine-2-sulfonamide CN(C=1N=CC(=NC1)S(=O)(=O)NC(NC1=C2CCCC2=CC=C1C1=CC(=NC=C1)OC)=O)C